tert-butyl N-tert-butoxycarbonyl-N-((trans-3-(3-cyclopropyl-4-iodo-pyrazol-1-yl)cyclobutyl)methyl)carbamate C(C)(C)(C)OC(=O)N(C(OC(C)(C)C)=O)C[C@@H]1C[C@H](C1)N1N=C(C(=C1)I)C1CC1